ClC1=CC(=C(C=C1)C1=CC=C(C=N1)[C@@H](CN)F)OC=1N(N=C(C1)C1CCOCC1)C (2S)-2-[6-[4-chloro-2-[2-methyl-5-(oxan-4-yl)pyrazol-3-yl]oxyphenyl]pyridin-3-yl]-2-fluoroethanamine